4-(5-(4-(4-(2-cyclopropylethyl)-4H-1,2,4-triazol-3-yl)phenyl)pyridin-3-yl)-7-methyl-8,9-dihydropyrido[3',2':4,5]pyrrolo[1,2-a]pyrazin-6(7H)-one C1(CC1)CCN1C(=NN=C1)C1=CC=C(C=C1)C=1C=C(C=NC1)C1=CC=NC2=C1C=C1N2CCN(C1=O)C